FC1=C(C=CC=C1)[C@@H]1CCC=2N1N=C(N2)C(=O)N[C@H]2CCC=1C(N(C2=O)C)=CC(N(C1)CC1CC1)=O (5S)-5-(2-fluorophenyl)-N-[(3S)-7-(cyclopropylmethyl)-1-methyl-2,8-dioxo-4,5-dihydro-3H-pyrido[4,3-b]azepin-3-yl]-6,7-dihydro-5H-pyrrolo[1,2-b][1,2,4]triazole-2-carboxamide